N-(2-(2,6-dioxo-piperidin-3-yl)-3-oxoisoindolin-5-yl)-4-isopropyl-benzenesulfonamide O=C1NC(CCC1N1CC2=CC=C(C=C2C1=O)NS(=O)(=O)C1=CC=C(C=C1)C(C)C)=O